2'-[6-amino-5-(trifluoromethoxy)pyridin-3-yl]-N-ethyl-5',6'-dihydrospiro[pyrrolidine-3,4'-pyrrolo[1,2-b]pyrazole]-1-carboxamide NC1=C(C=C(C=N1)C=1C=C2N(N1)CCC21CN(CC1)C(=O)NCC)OC(F)(F)F